C(CCCCCCCCCCCCCCC)S(=O)(=O)[O-].[Na+] sodium 1-hexadecanesulphonate